N1(CCOCC1)C[C@@H]1COC2=C(N1N)C=CC=C2 (3R)-3-(morpholin-4-ylmethyl)-2,3-dihydro-1,4-benzoxazin-4-amine